CCCN(CCC)C1=NC(=NC2=CC=CC=C21)Cl The molecule is a member of the class of quinazolines that is quinazoline which is substituted by a chloro group and a dipropylnitrilo group at positions 2 and 4, respectively. It is a member of quinazolines, an organochlorine compound and a tertiary amino compound.